FC=1C(=NC=C(C1)SC)CN1C(=NC=2C=NC(=C(C21)C2=CC=CC=C2)C)C 1-((3-fluoro-5-(methylthio)pyridin-2-yl)methyl)-2,6-dimethyl-7-phenyl-1H-imidazo[4,5-c]pyridine